tert-butyl 5-(hydroxymethyl)-2-methoxynicotinate OCC=1C=NC(=C(C(=O)OC(C)(C)C)C1)OC